tert-butyl (1R,5S,6S)-6-carbamoyl-3-azabicyclo[3.1.0]hexane-3-carboxylate C(N)(=O)C1[C@H]2CN(C[C@@H]12)C(=O)OC(C)(C)C